tert-butyl (2R,3S,4S)-4-[(tert-butoxycarbonyl)oxy]-3-[(4-nitrophenoxycarbonyl)oxy]-2-{[4-(1,3-oxazol-5-yl)phenyl]methyl}pyrrolidine-1-carboxylate C(C)(C)(C)OC(=O)O[C@@H]1[C@H]([C@H](N(C1)C(=O)OC(C)(C)C)CC1=CC=C(C=C1)C1=CN=CO1)OC(=O)OC1=CC=C(C=C1)[N+](=O)[O-]